N-n-butanoylgalactosamine C(CCC)(=O)N[C@H]1C(O)O[C@@H]([C@@H]([C@@H]1O)O)CO